37-methyloctatriacontyl eicos-11-enoate C(CCCCCCCCCC=CCCCCCCCC)(=O)OCCCCCCCCCCCCCCCCCCCCCCCCCCCCCCCCCCCCC(C)C